2,2,3,3,5,5,6,6-octafluoro-4-(1,2,3,3,3-pentafluoro-2-(tetrahydrofuran-2-yl)propyl)morpholine FC1(C(N(C(C(O1)(F)F)(F)F)C(C(C(F)(F)F)(C1OCCC1)F)F)(F)F)F